4-chloro-5-(2,6-dimethylphenyl)-20-methyl-9,9-dioxo-2-oxa-9λ6-thia-6,8,15,23-tetrazatetracyclo[15.3.1.13,7.110,14]tricosa-1(20),3,5,7(23),10(22),11,13,17(21),18-nonaen-16-one ClC1=C2OC3=C(C=CC(C(NC4=CC=CC(S(NC(N=C1C1=C(C=CC=C1C)C)=N2)(=O)=O)=C4)=O)=C3)C